8-Fluoro-N-(2-oxaspiro[3.3]heptan-6-yl)-5,6-dihydrobenzo[f]imidazo[1,5-d][1,4]oxazepine-10-carboxamide FC1=CC(=CC=2C=3N(CCOC21)C=NC3)C(=O)NC3CC2(COC2)C3